P(OC(C)(C)C)(OC(C)(C)C)ON(C(C)C)C(C)C di-tert-butyl (diisopropylamino) phosphite